BrC1=CC2=C(C=CC=3C(=C(C=4C=CC=CC4C23)C2=C(C=CC3=CC=CC=C23)OCOC)OCOC)C=C1 (R)-2-bromo-7-(methoxymethyloxy)-8-(2-(methoxymethyloxy)naphthalen-1-yl)benzo[c]phenanthrene